benzyl (2R,3S,4S)-3,4-bis(benzyloxy)-2-(hydroxymethyl)pyrrolidine-1-carboxylate C(C1=CC=CC=C1)O[C@H]1[C@H](N(C[C@@H]1OCC1=CC=CC=C1)C(=O)OCC1=CC=CC=C1)CO